N1=CC(=CC=C1)NC1=NC=CC=N1 N-(pyridin-3-yl)pyrimidin-2-amine